C(C)(=O)[O-].C(CCC)[NH+]1C=C(C=C1)C 1-Butyl-3-Methylpyrrolium acetat